4-ethoxycarbonylpiperazine hydrogen sulfate S(=O)(=O)(O)O.C(C)OC(=O)N1CCNCC1